FC1=CC(=C(OC2=C(C(=O)NC=3CC(C=CC3)=S(=O)=O)C=CC(=C2)OC(F)(F)F)C=C1)OC 2-(4-fluoro-2-methoxyphenoxy)-N-(3-sulfonylphenyl)-4-(trifluoromethoxy)benzamide